2-(1-(Cyclopropylsulfonyl)-3-(4-(1-(4-methoxybenzyl)-4-(5-methyloxazol-2-yl)-2-oxo-2,3-dihydro-1H-benzo[b]azepin-8-yl)-1H-pyrazol-1-yl)azetidin-3-yl)acetonitrile C1(CC1)S(=O)(=O)N1CC(C1)(N1N=CC(=C1)C=1C=CC2=C(N(C(CC(=C2)C=2OC(=CN2)C)=O)CC2=CC=C(C=C2)OC)C1)CC#N